C1(CC1)[C@H](C)NC(=O)C1=CC(=NN1CCO)C=1C=C(C=CC1)C=1OC(=CN1)C(=O)N[C@H](C(=O)OCC)C(C)C (S)-Ethyl 2-(2-(3-(5-(((S)-1-Cyclopropylethyl)Carbamoyl)-1-(2-Hydroxyethyl)-1H-Pyrazol-3-Yl)Phenyl)Oxazole-5-Carboxamido)-3-Methylbutanoate